[Br-].N1(CCCC1)[PH+](N1CCCC1)N1CCCC1 tris(pyrrolidinyl)phosphonium bromide